FC1=CC2=C(N=C(O2)NCC2N(C3CC(C2C)C3)C(=O)C3=NC(=CC=C3N3N=CC=N3)C)C=C1 6-Fluoro-N-({4-methyl-2-[6-methyl-3-(2H-1,2,3-triazol-2-yl)pyridin-2-carbonyl]-2-azabicyclo[3.1.1]heptan-3-yl}methyl)-1,3-benzoxazol-2-amin